C(C)(C)(C)OC(NC=1SC(=C(N1)C)CN1CCOCC1)=O (4-methyl-5-(morpholinomethyl)thiazol-2-yl)carbamic acid tert-butyl ester